1-iodo-3-methylimidazo[1,5-a]pyrazin-8-amine IC=1N=C(N2C1C(=NC=C2)N)C